4-(8-((adamant-1-yl)amino)octyl)-2-(2,6-dioxopiperidin-3-yl)-7-fluoroisoindoline C12(CC3CC(CC(C1)C3)C2)NCCCCCCCCC2=C3CN(CC3=C(C=C2)F)C2C(NC(CC2)=O)=O